2-(4-chlorophenyl)-1-(2-methoxybenzyl)-5-(trifluoromethyl)-1H-imidazole ClC1=CC=C(C=C1)C=1N(C(=CN1)C(F)(F)F)CC1=C(C=CC=C1)OC